3-(1-methyl-7-((1-(4-oxo-4,5,6,7-tetrahydropyrazolo[1,5-a]pyrazine-2-carbonyl)-piperidin-4-yl)oxy)-1H-indazol-3-yl)piperidine-2,6-dione CN1N=C(C2=CC=CC(=C12)OC1CCN(CC1)C(=O)C1=NN2C(C(NCC2)=O)=C1)C1C(NC(CC1)=O)=O